CN(CCC(=O)OC)C methyl (3-dimethylaminopropanoate)